4-(4-fluorophenyl)-5-pyridin-2-yl-1H-imidazol-2-yl-phenylamine FC1=CC=C(C=C1)C=1N=C(NC1C1=NC=CC=C1)NC1=CC=CC=C1